N-(5-cyclopropyl-1H-pyrazol-3-yl)-2-(6-(6-((6-methoxypyridin-3-yl)methyl)-3,6-diazabicyclo[3.1.1]heptan-3-yl)pyridin-3-yl)-6,7-dihydro-5H-cyclopenta[d]pyrimidin-4-amine C1(CC1)C1=CC(=NN1)NC=1C2=C(N=C(N1)C=1C=NC(=CC1)N1CC3N(C(C1)C3)CC=3C=NC(=CC3)OC)CCC2